C(C)(C)(C)OC(CN(CCCl)CC1=CC=C(C=C1)C1=NN=C(N=N1)C1=CC=C(CN(CC(=O)OC(C)(C)C)CCF)C=C1)=O tert-butyl N-(4-(6-(4-(((2-(tert-butoxy)-2-oxoethyl)(2-chloroethyl)amino) methyl)phenyl)-1,2,4,5-tetrazin-3-yl)benzyl)-N-(2-fluoroethyl)glycinate